ClC=1C=C2C[C@H](COC2=CC1)C(=O)C1=CN(C2=CC(=CC=C12)C=1C=NNC1F)CCN(C)C (R)-(6-Chlorochroman-3-yl)-[1-[2-(dimethylamino)ethyl]-6-(5-fluoro-1H-pyrazol-4-yl)indol-3-yl]methanone